BrC1=CC=C(O1)/C=C/NC(=O)C1=NC=CC=C1 Pyridine-2-carboxylic acid [(E)-2-(5-bromofuran-2-yl)vinyl]amide